OC(C)CC(CCCCCCCC)OCC(=O)C1=CC=CC=C1 2-hydroxy-4-dodecyloxy-acetophenone